(R)-7-(2,2-dimethyltetrahydro-2H-pyran-4-yl)-3-(1-(5-oxo-4,5-dihydro-1,2,4-oxadiazol-3-yl)cyclopropyl)indolizine-2-carboxylic acid CC1(OCC[C@H](C1)C=1C=CN2C(=C(C=C2C1)C(=O)O)C1(CC1)C1=NOC(N1)=O)C